OC1CC(C1)CN(CCCCCCCC(=O)N(CCCCCCCCCC)CCCCCCCCCC)CCCCCCCC(=O)N(CCCCCCCCCC)CCCCCCCCCC 8,8'-((((1S,3S)-3-HYDROXYCYCLOBUTYL)METHYL)AZANEDIYL)BIS(N,N-DIDECYLOCTANAMIDE)